C(C=C)(=O)NC(C(=O)OC)OC methyl 2-acrylamido-2-methoxyacetate